N4-(2-{2-[(2S)-2-amino-5-methylhexanamido]ethyl}phenyl)-N1,2-dimethylbenzene-1,4-dicarboxamide N[C@H](C(=O)NCCC1=C(C=CC=C1)NC(=O)C1=CC(=C(C=C1)C(=O)NC)C)CCC(C)C